C(C=C)(=O)N1C[C@H]([C@H](CC1)OC)NC=1N=C2C(=NC1)NC=C2C(=O)N[C@@H](COC)C 2-{[(3R,4S)-1-acryloyl-4-methoxypiperidin-3-yl]amino}-N-[(2R)-1-methoxypropan-2-yl]-5H-pyrrolo[2,3-b]pyrazine-7-carboxamide